4-{3-[6-(4-methylpiperazin-1-yl)-[1,2,4]triazolo[4,3-b]pyridazin-3-yl]propanamido}piperidine-1-carboxylate CN1CCN(CC1)C=1C=CC=2N(N1)C(=NN2)CCC(=O)NC2CCN(CC2)C(=O)[O-]